ClC=1C(=C(C=CC1)B1OC(C(O1)(C)C)(C)C)C(F)(F)F 2-[3-chloro-2-(trifluoromethyl)phenyl]-4,4,5,5-tetramethyl-1,3,2-dioxaborolane